(rac)-(2s,4s)-2-((3r,4r)-4-(4-(tert-butyl)phenyl)-3-methylpiperidine-1-carbonyl)-7-oxa-5-azaspiro[3.4]octan-6-one C(C)(C)(C)C1=CC=C(C=C1)[C@H]1[C@H](CN(CC1)C(=O)C1CC2(C1)NC(OC2)=O)C |r|